N1C(=NC2=C1C=CC=C2)C(N2C(C1=CC(=C(C=C1C=C2)C2=CC=C(C=C2)C2CCN(CC2)C)F)=O)C2=C(C=CC(=C2)F)O 2-[1H-benzimidazol-2-yl-(5-fluoro-2-hydroxy-phenyl)methyl]-7-fluoro-6-[4-(1-methyl-4-piperidyl)phenyl]-isoquinolin-1-one